3-(4-((11-azidoundecyl)thio)-1-oxoisoindolin-2-yl)piperidine-2,6-dione N(=[N+]=[N-])CCCCCCCCCCCSC1=C2CN(C(C2=CC=C1)=O)C1C(NC(CC1)=O)=O